COC1=NC=C(C(=N1)OC)C1=CC(=C(N=N1)C)N1CCCC1 6-(2,4-dimethoxypyrimidin-5-yl)-3-methyl-4-(pyrrolidin-1-yl)pyridazine